CN1C(CCC1)CCNC(S)=N [2-(1-methylpyrrolidin-2-yl)ethyl]isothiourea